C(C)(C)(C)OC(=O)\N=C(\NC=1C=C(C(=O)NCC(=O)NC[C@@H](C(=O)O)NC(C2=C(C=CC=C2Cl)Cl)=O)C=CC1)/NC(=O)OC(C)(C)C (S,Z)-3-(2-(3-(2,3-bis(tert-butoxycarbonyl)guanidino)-benzamido)acetamido)-2-(2,6-dichlorobenzamido)propanoic acid